(R)-5-(4-(4-(6-(2-(2,4-difluorophenyl)-1,1-difluoro-2-hydroxy-3-(1H-tetrazol-1-yl)propyl)pyridin-3-yl)phenyl)piperazin-1-yl)picolinonitrile FC1=C(C=CC(=C1)F)[C@](C(F)(F)C1=CC=C(C=N1)C1=CC=C(C=C1)N1CCN(CC1)C=1C=CC(=NC1)C#N)(CN1N=NN=C1)O